3-(5-(4-((1-(5-(2,6-dioxopiperidin-3-yl)pyridin-2-yl)piperidin-4-yl)methyl)piperazin-1-yl)-1,3,4-thiadiazole-2-yl)-4-isopropylaminobenzofurano[3,2-b]pyridine-7-carbonitrile O=C1NC(CCC1C=1C=CC(=NC1)N1CCC(CC1)CN1CCN(CC1)C1=NN=C(S1)C=1C(=C2C(=NC1)C1=C(O2)C=C(C=C1)C#N)NC(C)C)=O